ClC1=C(C(=O)NC2=C3C=NN(C3=CC=C2)CC)C=C(C=C1)CNC(C(C)(C)C)=O 2-Chloro-5-{[(2,2-dimethylpropionyl)amino]methyl}-N-(1-ethyl-1H-indazol-4-yl)benzamide